4-((4-(4-amino-3-(4-phenoxyphenyl)-1H-pyrazolo[3,4-d]pyrimidin-1-yl)piperidin-1-yl)methyl)piperidine-1-carboxylic acid tert-butyl ester C(C)(C)(C)OC(=O)N1CCC(CC1)CN1CCC(CC1)N1N=C(C=2C1=NC=NC2N)C2=CC=C(C=C2)OC2=CC=CC=C2